5-([1,2,4]triazolo[1,5-a]pyridin-6-yl)-4-methoxy-N-((4s,7s)-1-oxaspiro[3.5]nonan-7-yl)-7H-pyrrolo[2,3-d]pyrimidin-2-amine N=1C=NN2C1C=CC(=C2)C2=CNC=1N=C(N=C(C12)OC)NC1CCC2(CCO2)CC1